FC(OC1=NC=CC(=C1)C[C@H](NC(=O)OCC1C2=CC=CC=C2C=2C=CC=CC12)C(=O)O)F 3-[2-(difluoromethoxy)pyridin-4-yl]-N-{[(9H-fluoren-9-yl)methoxy]carbonyl}-L-alanine